trifluoromethanesulfonic acid 5-cyano-1-(3,5-dimethylphenyl)-3-methyl-1H-imidazole-3-ium salt C(#N)C1=C[N+](=CN1C1=CC(=CC(=C1)C)C)C.FC(S(=O)(=O)[O-])(F)F